FC1=CC=C(C(=C1C([C@@H](C=1OC(NN1)=O)NS(=O)(=O)N1CCC2(CC2C(=O)OC)CC1)C)C)C methyl 6-(N-((1S)-2-(6-fluoro-2,3-dimethylphenyl)-1-(5-oxo-4,5-dihydro-1,3,4-oxadiazol-2-yl)propyl)sulfamoyl)-6-azaspiro[2.5]-octane-1-carboxylate